C1(CCCCC1)CNCC=1C=CC=2N(C1)C=C(N2)CN2N=NC(=C2)C2=NC=CC1=C2C=NN1 N-(cyclohexylmethyl)-1-[2-[[4-(1H-pyrazolo[4,3-c]pyridin-4-yl)triazol-1-yl]methyl]imidazo[1,2-a]pyridin-6-yl]methanamine